dichloroacetyl chloride ClC(C(=O)Cl)Cl